FC(C(=O)[C@]1(NCCN(C1)C=1C2=C(N=C(N1)OC[C@H]1N(C(CC1)=O)C)CN(CC2)C2=CC=CC1=CC=CC(=C21)C)CC#N)=C 2-[(2S)-2-(2-Fluoroprop-2-enoyl)-4-[7-(8-methyl-1-naphthyl)-2-[[(2S)-1-methyl-5-oxo-pyrrolidin-2-yl]methoxy]-6,8-dihydro-5H-pyrido[3,4-d]pyrimidin-4-yl]piperazin-2-yl]acetonitrile